FC(C(C(=O)O)C1=C(C=CC(=C1)C(F)(F)F)F)F β,β,2-trifluoro-5-(trifluoromethyl)-phenylpropionic acid